[N+](=O)([O-])C1=CC=C(O1)C=1N=C(SC1)NC=O N-[4-(5-nitro-2-furyl)-2-thiazolyl]formamide